C(C)(C)(C)NC1=NC(=NC(=N1)NCC)SC 2-tert-Butylamino-4-ethylamino-6-methylthio-1,3,5-triazin